C(C)(=O)C=1C=C(C=C2C(N(C(=NC12)N1CC2=CC=C(C=C2C1)OC)C)=O)C 8-acetyl-2-(5-methoxy-1,3-dihydroisoindol-2-yl)-3,6-dimethylquinazolin-4-one